7'-fluorospiro[cyclobutane-1,3'-indoline]-2'-one FC=1C=CC=C2C3(C(NC12)=O)CCC3